COC(=O)C1(CCC2(C(=CC3=CC=4OCOC4C=C23)Br)CC1)NC1=CC(=C(C=C1)F)Cl (1s,4s)-6'-bromo-4-(3-chloro-4-fluoroanilino)-2'H-spiro[cyclohexane-1,5'-indeno[5,6-d][1,3]dioxole]-4-carboxylic acid methyl ester